2-(2-amino-ethoxy)acetamide NCCOCC(=O)N